(3E)-1-chloro-12,12-didecanyloxy-3-dodecene ClCC\C=C\CCCCCCCC(OCCCCCCCCCC)OCCCCCCCCCC